ClC1=NC(=NC(=C1C#N)N1C[C@](CCC1)(C)O)SC 4-chloro-6-[(3R)-3-hydroxy-3-methylpiperidin-1-yl]-2-(methylsulfanyl)pyrimidine-5-carbonitrile